CN1C(CCC2=CC(=CC=C12)B1OC(C(O1)(C)C)(C)C)=O 1-methyl-6-(4,4,5,5-tetramethyl-[1,3,2]dioxaborolan-2-yl)-3,4-dihydro-1H-quinolin-2-one